(N-hydroxy-2-aminoethyl)propanesulfonic acid ONCCC(CC)S(=O)(=O)O